COC(C1CCN(CC1)C1=C(C=C(N)C=C1F)F)OC 4-(4-(dimethoxymethyl)piperidin-1-yl)-3,5-difluoroaniline